ClC1=C(C=2N=C(N=C(C2C=N1)O[C@H]1[C@H](N(CC1)C(=O)OC(C)(C)C)C)OC[C@]12CCCN2C[C@@H](C1)F)F tert-butyl (2R,3R)-3-((7-chloro-8-fluoro-2-(((2R,7aS)-2-fluorotetrahydro-1H-pyrrolizin-7a(5H)-yl)methoxy)pyrido[4,3-d]pyrimidin-4-yl)oxy)-2-methylpyrrolidine-1-carboxylate